1-(3-hydroxypyrrolidin-1-yl)ethan-1-one OC1CN(CC1)C(C)=O